OCCN1N=C(C=C1NC1=NC(=NC=C1C(=O)N)NC1=C(C=C2CCN(CC2=C1)C)OC)C 4-((1-(2-hydroxyethyl)-3-methyl-1H-pyrazol-5-yl)amino)-2-((6-methoxy-2-methyl-1,2,3,4-tetrahydroisoquinolin-7-yl)amino)pyrimidine-5-carboxamide